5-(4-(trifluoromethyl)phenyl)-6a,7,9,10-tetrahydropyrido[3',2':5,6]pyrazino[2,1-c][1,4]thiazin-6(5H)-one FC(C1=CC=C(C=C1)N1C(C2CSCCN2C2=C1C=CC=N2)=O)(F)F